5-((1-(tert-butyl)-3-((1S,3R)-3-((tert-butyldimethylsilyl)oxy)cyclopentyl)-1H-pyrazol-5-yl)amino)thiochroman C(C)(C)(C)N1N=C(C=C1NC1=C2CCCSC2=CC=C1)[C@@H]1C[C@@H](CC1)O[Si](C)(C)C(C)(C)C